5-bromo-1-(3-chloro-2-methyl-2H-indazol-5-yl)-1H-pyrazol-3-amine BrC1=CC(=NN1C1=CC2=C(N(N=C2C=C1)C)Cl)N